FC1(CCN(CC1)C(=O)C1=CC=C2C(=NN(C2=C1)C)C=1C=C2C=NNC(C2=CC1)=O)F 6-(6-(4,4-difluoropiperidine-1-carbonyl)-1-methyl-1H-indazol-3-yl)phthalazin-1(2H)-one